fluoronicotinate FC1=C(C(=O)[O-])C=CC=N1